4-[4-(1,3-benzoxazol-2-yl)-4-methylpiperidin-1-yl]-1,7-dimethyl-2-oxo-1,2-dihydroquinoline-3-carboxamide O1C(=NC2=C1C=CC=C2)C2(CCN(CC2)C2=C(C(N(C1=CC(=CC=C21)C)C)=O)C(=O)N)C